O=C1N(C=CC(N1)=O)CC(=O)N1[C@@H](C[C@H](C1)F)C(=O)N[C@@H](C1=CC=CC=C1)C1=NC(=C(C=C1)C(C)C)F (2S,4R)-1-[2-(2,4-dioxo-1,2,3,4-tetrahydropyrimidin-1-yl)acetyl]-4-fluoro-N-[(S)-[6-fluoro-5-(propan-2-yl)pyridin-2-yl](phenyl)methyl]pyrrolidine-2-carboxamide